[Co].[Fe].[Mn].[Ni] nickel-manganese-iron-cobalt